C(C)(C)(C)N(C(O)=O)CCSCC(C)O[Si](C)(C)C(C)(C)C.OC1(CC(C1)C(=O)N1CC2(C1)CCC(CC2)OC2=C(C(=CC=C2)OC)C)C ((1s,3s)-3-hydroxy-3-methylcyclobutyl)(7-(3-methoxy-2-methylphenoxy)-2-azaspiro[3.5]non-2-yl)methanone tert-butyl-(2-((2-((tert-butyldimethylsilyl)oxy)propyl)thio)ethyl)carbamate